4-(1-(5-((dimethylamino)methyl)pyrimidin-2-yl)piperidin-4-yl)-7-ethynyl-1-methyl-1,4-diHydropyrido[2,3-b]pyrazine-2,3-dione CN(C)CC=1C=NC(=NC1)N1CCC(CC1)N1C2=C(N(C(C1=O)=O)C)C=C(C=N2)C#C